FC=1C=C(C=CC1CN1C(=NC=C1)C(C)C)C1=C(SC(=C1)CC(C)C)S(=O)(=O)NC1=NC=CC=N1 3-(3-fluoro-4-((2-isopropyl-1H-imidazol-1-yl)methyl)phenyl)-5-isobutyl-N-(pyrimidin-2-yl)thiophene-2-sulfonamide